C(C(C)C)C1=CC=C(C=C1)C1=CN=CC=N1 6-(4-isobutylphenyl)pyrazine